BrC1=CC=C(CCN2C(=NC3=C2C=CC(=C3)C#N)NC(C3=CN=CC=C3)=O)C=C1 N-(1-(4-bromophenethyl)-5-cyano-1H-benzo[d]imidazole-2-yl)Nicotinamide